O=C1NC(CCC1C1=NN(C2=CC(=CC=C12)NC1CCN(CC1)C(=O)OC(C)(C)C)C)=O tert-butyl 4-[[3-(2,6-dioxo-3-piperidyl)-1-methyl-indazol-6-yl]amino]piperidine-1-carboxylate